C(#C)C=1C(=CC=C2C=CC=C(C12)C1=C(C=2N=C(N=C(C2C=N1)N)OCC12CCCN2CCC1)F)F 7-(8-ethynyl-7-fluoronaphthalen-1-yl)-8-fluoro-2-((hexahydro-1H-pyrrolizin-7a-yl)methoxy)pyrido[4,3-d]pyrimidin-4-amine